N-Ethoxy-6-((6-fluoropyridin-2-yl)amino)-4-((2-(methylsulfonamido)phenyl)amino)nicotinamide C(C)ONC(C1=CN=C(C=C1NC1=C(C=CC=C1)NS(=O)(=O)C)NC1=NC(=CC=C1)F)=O